C(C)(C)(C)C=1SC2=C(N1)C(CC1(CCN(CC1)C(=O)C=1C=C3C=CNC3=C(C1)C)C2)=O 2-(tert-butyl)-1'-(7-methyl-1H-indole-5-carbonyl)-5H-spiro[benzo[d]thiazol-6,4'-piperidin]-4(7H)-one